ethyl 1-((3-amino-4-methoxybenzo[d]isoxazol-6-yl)methyl)-1H-pyrazole-4-carboxylate NC1=NOC2=C1C(=CC(=C2)CN2N=CC(=C2)C(=O)OCC)OC